ClC1=C(C(=O)O)C(=C(C=C1C)Cl)OC 2,5-dichloro-6-methoxy-3-methylbenzoic acid